tert-butyl 4-(1-(3-chloro-2-cyanophenyl)-3-methyl-2-oxo-3-(trifluoromethyl)indolin-5-yl)piperidine-1-carboxylate ClC=1C(=C(C=CC1)N1C(C(C2=CC(=CC=C12)C1CCN(CC1)C(=O)OC(C)(C)C)(C(F)(F)F)C)=O)C#N